C(C1=CC=CC=C1)N1CC(OCC(C1)(F)F)C=1SC(=CC1)Br 4-benzyl-2-(5-bromothiophen-2-yl)-6,6-difluoro-1,4-oxazepane